C(C)(C)(C)OC(=O)N[C@H](C(=O)N1[C@@H]([C@H]2C([C@H]2C1)(C)C)C(=O)OC)CC1CC1 methyl (1R,2S,5S)-3-((S)-2-((tert-butoxycarbonyl)amino)-3-cyclopropylpropanoyl)-6,6-dimethyl-3-azabicyclo[3.1.0]hexane-2-carboxylate